(S)-(5-oxopyrrolidin-2-yl)methyl ((3'-chloro-2'-(2-chloro-3-(5-formylpicolinamido) phenyl)-6-methoxy-[2,4'-bipyridin]-5-yl)methyl)carbamate ClC=1C(=NC=CC1C1=NC(=C(C=C1)CNC(OC[C@H]1NC(CC1)=O)=O)OC)C1=C(C(=CC=C1)NC(C1=NC=C(C=C1)C=O)=O)Cl